2-((1S,2R)-2-(4-fluorophenyl)cyclopropyl)isoindoline-1,3-dione FC1=CC=C(C=C1)[C@@H]1[C@H](C1)N1C(C2=CC=CC=C2C1=O)=O